S1C=C(C=C1)C1=CC=CC(=N1)C=O 6-(3-thienyl)pyridine-2-carbaldehyde